[Br-].C(CCCCCCCCC)C[N+](C)(C)CCC decyl-propyl-trimethyl-ammonium bromide